methyl (R)-1-(3-fluoropyrrolidin-1-carbonyl)cyclopropane-1-carboxylate F[C@H]1CN(CC1)C(=O)C1(CC1)C(=O)OC